ClC=1C(=C(C=CC1OCCN1CCN(CC1)C)C=1C(=CN2N=CN=C(C21)OC(C(=O)O)CC2=C(C=CC=C2)OCC(F)(F)F)C2=CC=C(C=C2)F)C 2-((5-(3-chloro-2-methyl-4-(2-(4-methylpiperazin-1-yl)ethoxy)phenyl)-6-(4-fluorophenyl)pyrrolo[2,1-f][1,2,4]triazin-4-yl)oxy)-3-(2-(2,2,2-trifluoroethoxy)phenyl)propanoic acid